(S)-N-(2,6-dimethylpyrimidin-4-yl)-5-[5-[(1,1-dioxothiolan-3-yl)methoxy]-2-methyl-4-pyridyl]pyrazolo[1,5-a]pyridin-2-amine CC1=NC(=CC(=N1)NC1=NN2C(C=C(C=C2)C2=CC(=NC=C2OC[C@H]2CS(CC2)(=O)=O)C)=C1)C